2-Boc-2,6-diazaspiro(3.3)heptane C(=O)(OC(C)(C)C)N1CC2(C1)CNC2